CN1N=CC2=CC=C(C=C12)B(O)O 1-methyl-1H-indazole-6-boronic acid